(2S,4R)-1-[(2S)-2-(4-cyclopropyltriazol-1-yl)-3,3-dimethyl-butanoyl]-N-[(4,4-difluoro-1-methyl-3-piperidyl)methyl]-4-hydroxy-pyrrolidine-2-carboxamide C1(CC1)C=1N=NN(C1)[C@H](C(=O)N1[C@@H](C[C@H](C1)O)C(=O)NCC1CN(CCC1(F)F)C)C(C)(C)C